ClC1=CC=C(C=C1)CC(=O)N1CCC2=CC=C(C=C12)S(F)(F)(F)(F)F 2-(4-chlorophenyl)-1-(6-(pentafluoro-λ6-sulfanyl)indolin-1-yl)-ethanone